3-((3-oxo-2,3-dihydro-1H-inden-5-yl)methyl)quinolin-2(1H)-one O=C1CCC2=CC=C(C=C12)CC=1C(NC2=CC=CC=C2C1)=O